methyl (S)-7-fluoro-2-((2-hydroxy-3-iodo-5,8-dihydro-1,7-naphthyridin-7(6H)-yl)methyl)-1-(oxetan-2-ylmethyl)-1H-benzo[d]imidazole-6-carboxylate FC1=C(C=CC2=C1N(C(=N2)CN2CCC=1C=C(C(=NC1C2)O)I)C[C@H]2OCC2)C(=O)OC